tert-butyl 4-(5-((4-(4-morpholino-7-((2-(trimethylsilyl)ethoxy)methyl)-7H-pyrrolo[2,3-d]pyrimidin-6-yl)phenyl)amino)pyrimidin-2-yl)piperazine-1-carboxylate O1CCN(CC1)C=1C2=C(N=CN1)N(C(=C2)C2=CC=C(C=C2)NC=2C=NC(=NC2)N2CCN(CC2)C(=O)OC(C)(C)C)COCC[Si](C)(C)C